C(C)(C)(C)C1=CC=C(C=C1)S(=O)(=O)N1C=C(C2=C(C=CC=C12)I)C=O 1-((4-(tert-butyl)phenyl)sulfonyl)-4-iodo-1H-indole-3-carbaldehyde